4-(2-oxo-5-(trifluoromethyl)-1,3,4-oxadiazole-3(2H)-yl)benzonitrile O=C1OC(=NN1C1=CC=C(C#N)C=C1)C(F)(F)F